(S)-3,3-Dimethyl-2-(4,5,6,7-tetrakis(3,5-dibromophenyl)-1,3-dioxoisoindolin-2-yl)butanoic acid CC([C@@H](C(=O)O)N1C(C2=C(C(=C(C(=C2C1=O)C1=CC(=CC(=C1)Br)Br)C1=CC(=CC(=C1)Br)Br)C1=CC(=CC(=C1)Br)Br)C1=CC(=CC(=C1)Br)Br)=O)(C)C